NC1=NC(=CC=C1C(=O)N)[C@@H]1N(CCN(C1)CCC(F)(F)F)CC1=C2C=CNC2=C(C=C1OC)C 2-Amino-6-((2R)-1-((5-methoxy-7-methyl-1H-indol-4-yl)methyl)-4-(3,3,3-trifluoropropyl)piperazin-2-yl)pyridine-3-carboxamide